dipyrazolylacetic acid N1N=C(C=C1)C(C(=O)O)C1=NNC=C1